FC1(CCC(CC1)C=O)C(=O)OC methyl 1-fluoro-4-formylcyclohexane-1-carboxylate